NCCC(=O)NC1CCN(CC1)C(=O)C1=C(C=C(C=C1)NC(=O)C=1N(C(=CN1)C1=C(C(=C(C=C1)OC)F)F)C)Cl N-[4-[4-(3-aminopropanoylamino)piperidine-1-carbonyl]-3-chloro-phenyl]-5-(2,3-difluoro-4-methoxy-phenyl)-1-methyl-imidazole-2-carboxamide